COC(=O)C1N(C(CN(C1)CC1=CC=CC=C1)C)C(CNC(=O)OC(C)(C)C)=O 4-benzyl-1-((tert-butoxycarbonyl)glycyl)-6-methylpiperazine-2-carboxylic acid methyl ester